C(C)(C)N1N=C(C=C1)CO (1-isopropyl-1H-pyrazol-3-yl)methanol